C(C1=CC=CC=C1)C=1C(=C(OC1)C(=O)O)C(=O)O benzylfuran-2,3-dicarboxylic acid